C(C1=CC=CC=C1)N1CC(N2C1=C(C(=C(C2=O)C#N)CC2=CC=CC1=CC=CC=C21)C2=CC(=CC=C2)C(F)(F)F)C(=O)OC Methyl 1-benzyl-6-cyano-7-(naphthalen-1-ylmethyl)-5-oxo-8-(3-(trifluoromethyl)phenyl)-1,2,3,5-tetrahydroimidazo[1,2-a]pyridine-3-carboxylate